FC=1C=C2C3(CNC2=CC1)C(=CC(=C1C3=CC=C3C=C2C(N=C13)=NN=C2)C2=CC=CC=C2)C2=CC=C(C=C2)C 5'-Fluoro-3-p-methylphenyl-1-phenylspiro[benzo[h]pyrazolo[3,4-b]quinoline-4,3'-indoline]